4-((5-((8-bromoquinazolin-2-yl)amino)-2-methylphenyl)carbamoyl)benzoic acid BrC=1C=CC=C2C=NC(=NC12)NC=1C=CC(=C(C1)NC(=O)C1=CC=C(C(=O)O)C=C1)C